C(C)OC(CC1=C(C=CC=C1)C=1C(NC2=CC(=C(C=C2C1)Br)Cl)=O)=O 2-(2-(6-bromo-7-chloro-2-oxo-1,2-dihydroquinolin-3-yl)phenyl)acetic acid ethyl ester